NC1=CC=C(C(=O)OC2=C(C=C(C=C2)N)C2=CC=CC=C2)C=C1 (2-Phenyl-4-aminophenyl) 4-aminobenzoate